ethyl 2-(5-bromo-1H-imidazol-2-yl)-3,3-dicyclopropyl-propanoate BrC1=CN=C(N1)C(C(=O)OCC)C(C1CC1)C1CC1